(p-Bromoacetamidobenzyl)ethylenediaminetetraacetic Acid BrCC(=O)NC1=CC=C(CC(C(=O)O)N(CCN(CC(=O)O)CC(=O)O)CC(=O)O)C=C1